4,4'-diisopropenyl-1,1'-biphenyl C(=C)(C)C1=CC=C(C=C1)C1=CC=C(C=C1)C(=C)C